3-(1-(2-Azabicyclo[2.1.1]hexan-5-yl)-2-(4-(cyclopropanecarbonyl)-1-phenyl-1,4-diazepan-5-yl)-7-(2,3-dichlorophenyl)-6-fluoro-4-methyl-1H-pyrrolo[3,2-c]quinolin-8-yl)propanenitrile C12NCC(C1N1C(=CC=3C(=NC=4C(=C(C(=CC4C31)CCC#N)C3=C(C(=CC=C3)Cl)Cl)F)C)C3N(CCN(CC3)C3=CC=CC=C3)C(=O)C3CC3)C2